7a-methyl-1-methyleneoctahydro-1H-inden-4-ol CC12CCCC(C2CCC1=C)O